3-(1H-Benzo[d]imidazol-6-yl)-2-(4-chlorophenyl)thiazolidin-4-on N1C=NC2=C1C=C(C=C2)N2C(SCC2=O)C2=CC=C(C=C2)Cl